NC1=C2C(=NC=N1)N(N=C2C2=CC=C(C=C2)NC(=O)C=2C(N(N=C(C2)C(C)C)C2=CC=C(C=C2)Cl)=O)CC(F)F N-(4-(4-Amino-1-(2,2-difluoroethyl)-1H-pyrazolo[3,4-d]pyrimidin-3-yl)phenyl)-2-(4-Chlorophenyl)-6-isopropyl-3-oxo-2,3-dihydropyridazine-4-carboxamide